N[C@H](C(=O)O)CCNC(=N)N L-2-amino-4-guanidino-butyric acid